methyl 2-morpholin-4-yl-4-(4,4,5,5-tetramethyl-1,3,2-dioxaborolan-2-yl)benzoate N1(CCOCC1)C1=C(C(=O)OC)C=CC(=C1)B1OC(C(O1)(C)C)(C)C